(2s,4S)-2-(((R)-1-((4-chloro-1-methyl-1H-pyrazol-5-yl)methyl)-4,6-difluoro-3-oxoisoindolin-2-yl)methyl)-5-oxa-7-azaspiro[3.4]octan-6-one ClC=1C=NN(C1C[C@H]1N(C(C2=C(C=C(C=C12)F)F)=O)CC1CC2(C1)OC(NC2)=O)C